6-chloro-3-iodo-1-methyl-pyrazolo[4,3-c]pyridine ClC1=CC2=C(C=N1)C(=NN2C)I